NCCN(CCN)CCN.[Cu] copper tris(2-aminoethyl)amine